OC1=CC=C(C2=C1C(C=[13C](O2)C)=O)OC 5-hydroxy-8-methoxy-2-methyl-4H-1-benzopyran-4-one-13C